2,3-difluoro-5-trifluoromethylbenzoic acid FC1=C(C(=O)O)C=C(C=C1F)C(F)(F)F